[6-tert-butyl-7-(methoxymethyl)-5-methyl-pyrrolo[2,3-b]pyrazin-3-yl]methanol C(C)(C)(C)C1=C(C=2C(=NC(=CN2)CO)N1C)COC